allyl ethyl disulphide C(C)SSCC=C